ClCC(=O)NC1(C(CCCC1)=O)C1=CC(=CC=C1)C(F)(F)F 2-chloro-N-(1-(3-(trifluoromethyl)phenyl)-2-oxocyclohexyl)acetamide